CCCCCC1=C(NC(=C1)/C=C\\2/C(=CC(=N2)C3=CC=CN3)OC)C The molecule is a member of the class of tripyrroles that is a red-coloured pigment with antibiotic properties produced by Serratia marcescens. It has a role as an antimicrobial agent, a biological pigment, a bacterial metabolite, an apoptosis inducer and an antineoplastic agent. It is a tripyrrole, an aromatic ether and a ring assembly.